2-Oxido-1,2,3-propanetricarboxylate [O-]C(CC(=O)[O-])(CC(=O)[O-])C(=O)[O-]